N-(4-{1-[(3,4-difluorophenyl)carbonyl]piperidin-4-yl}butyl)thieno[2,3-c]pyridine-2-carboxamide FC=1C=C(C=CC1F)C(=O)N1CCC(CC1)CCCCNC(=O)C1=CC=2C(=CN=CC2)S1